C1(CC1)C=1C=CC=2N(C1)C=C(N2)CN2C1=C(OCC2)C=NC(=C1)N ((6-cyclopropylimidazo[1,2-a]pyridin-2-yl)methyl)-2,3-dihydro-1H-pyrido[3,4-b][1,4]oxazin-7-amine